BrC1=NN(C=C1CN(C(OC(C)(C)C)=O)C([2H])([2H])[2H])C tert-butyl ((3-bromo-1-methyl-1H-pyrazol-4-yl)methyl)(methyl-d3)carbamate